C(C)(C)(C)OC(N(C)C[C@H](COC1=CC(=C(C=C1)Cl)C1=NC(=C(C(=N1)Cl)C)C=1C(=NOC1C)C)O[Si](C)(C)C(C)(C)C)=O (R)-(2-(tert-Butyl-dimethyl-silanyloxy)-3-{4-chloro-3-[4-chloro-6-(3,5-dimethyl-isoxazol-4-yl)-5-methyl-pyrimidin-2-yl]-phenoxy}-propyl)-methyl-carbamic acid tert-butyl ester